N-(2-(2-methoxypyrimidin-4-yl)-1H-pyrrolo[3,2-c]pyridin-6-yl)-1H-indazole-4-carboxamide COC1=NC=CC(=N1)C1=CC=2C=NC(=CC2N1)NC(=O)C=1C=2C=NNC2C=CC1